C(C)(=O)OCC[N+](C)(C)C.C(=O)N1C=2C(NC(=NC2NC[C@@H]1CNC1=CC=C(C(N[C@@H](CCC(=O)[O-])C(=O)O)=O)C=C1)N)=O 5-Formyl-(6S)-tetrahydrofolic acid monoacetylcholine salt